C(C)(C)N(C(=O)C1=C(C=CC(=C1)F)N1C=C(C=2C1=C(N=CC2)F)C(=O)C2CN(C2)C(=O)[C@H]2N([C@@H]1CC[C@H]2C1)C(=O)OC(C)(C)C)C(C)C tert-butyl (1R,3S,4S)-3-(3-(1-(2-(diisopropylcarbamoyl)-4-fluorophenyl)-7-fluoro-1H-pyrrolo[2,3-c]pyridine-3-carbonyl)azetidine-1-carbonyl)-2-azabicyclo[2.2.1]heptane-2-carboxylate